CC=1C=C(SC1)B(O)O 4-Methylthiophene-2-boronic acid